Methyl 2-chloro-5,7-dihydrofuro[3,4-b]pyridine-3-carboxylate ClC1=C(C=C2C(=N1)COC2)C(=O)OC